2-methyl-1H-imidazole-4-carboxylic acid methyl ester COC(=O)C=1N=C(NC1)C